C(#N)OC(C=C)=O Cyano-Acrylat